(2-(3-(2,6-bis(benzyloxy)pyridin-3-yl)-1-methyl-1H-indazol-7-yl)-2-azaspiro[3.5]nonan-7-yl)methanol C(C1=CC=CC=C1)OC1=NC(=CC=C1C1=NN(C2=C(C=CC=C12)N1CC2(C1)CCC(CC2)CO)C)OCC2=CC=CC=C2